fluoro-8-methoxy-[1,2,4]triazolo[1,5-c]quinazolin-5-amine FC1=NN2C(=NC=3C=C(C=CC3C2=N1)OC)N